C[Si](CCOCN1C=NC2=C1C=CC(=C2)C2=CN=C(O2)N2C(CCC2)=O)(C)C 1-[5-[1-(2-trimethylsilyl-ethoxymethyl)benzimidazol-5-yl]oxazol-2-yl]pyrrolidin-2-one